O[C@]1(CN2[C@H](CO1)CN(CC2)C(=O)C2=C(C(=CC=C2)OC)Cl)C2=NC1=C(N2C)C=CC=C1 [(3S,9aS)-3-hydroxy-3-(1-methylbenzimidazol-2-yl)-1,4,6,7,9,9a-hexahydropyrazino[2,1-c][1,4]oxazin-8-yl]-(2-chloro-3-methoxyphenyl)methanone